NCC=1C=C(C=CC1)S(=O)(=O)N 3-aminomethyl-benzenesulfonamide